BrCCCCCCOC1OCCCC1 2-(6-bromohexyloxy)tetrahydropyran